3-Bromo-5-(trifluoromethoxy)anilin BrC=1C=C(N)C=C(C1)OC(F)(F)F